2-chloro-7-(2-methylpropyl)imidazo[4,3-f][1,2,4]triazine ClC1=NN2C(C=N1)=CN=C2CC(C)C